1-N-(2-((1r,4r)-4-(hydroxymethyl)cyclohexyl)-2H-indazol-5-yl)-6-(trifluoromethyl)pyrazine-2-carboxamide OCC1CCC(CC1)N1N=C2C=CC(=CC2=C1)N1C(C=NC=C1C(F)(F)F)C(=O)N